(R)-5-(4-((3-ethyl-9-fluoro-2-oxo-2,3-dihydro-1H-pyrimido[4,5,6-de]quinazolin-8-yl)methyl)piperazin-1-yl)-6-methyl-N-(tetrahydro-2H-pyran-3-yl)picolinamide C(C)N1C(NC2=C(C(=CC=3C2=C1N=CN3)CN3CCN(CC3)C=3C=CC(=NC3C)C(=O)N[C@H]3COCCC3)F)=O